3-(3,4-difluorophenyl)-1-(8-fluoro-6-oxo-2,4,5,6-tetrahydro-1H-pyrano[3,4-c]isoquinolin-1-yl)-1-isobutylurea FC=1C=C(C=CC1F)NC(N(CC(C)C)C1COCC=2NC(C=3C=C(C=CC3C21)F)=O)=O